CNC[C@H](CO)O (R)-3-(methylamino)propane-1,2-diol